2-{3-[4-methanesulfonyl-2-(methylamino)phenoxy]prop-1-yn-1-yl}-N-[(1S,4S)-4-{2-oxa-6-azaspiro[3.3]heptan-6-yl}cyclohexyl]-1-(2,2,2-trifluoroethyl)-1H-indol-4-amine CS(=O)(=O)C1=CC(=C(OCC#CC=2N(C=3C=CC=C(C3C2)NC2CCC(CC2)N2CC3(COC3)C2)CC(F)(F)F)C=C1)NC